FS(=O)(=O)NS(=O)(=O)C(F)(F)F.[Cs] cesium fluorosulfonyl-(trifluoromethanesulfonyl)amine